(allyl)-palladium (II) triflate [O-]S(=O)(=O)C(F)(F)F.C(C=C)[Pd+]